3-benzyl 8-(tert-butyl) (1S,5R)-2-(2-hydroxyethyl)-3,8-diazabicyclo[3.2.1]octane-3,8-dicarboxylate OCCC1[C@@H]2CC[C@H](CN1C(=O)OCC1=CC=CC=C1)N2C(=O)OC(C)(C)C